2-((2,6-difluoro-4-pyridyl)-(2-methoxyacetyl)-amino)-N-(2,2-dimethyl-cyclobutyl)-5-methyl-thiazole-4-carboxamide FC1=NC(=CC(=C1)N(C=1SC(=C(N1)C(=O)NC1C(CC1)(C)C)C)C(COC)=O)F